NC(C)C=1C=C(C=C2C(N(C(=NC12)N1CCOCC1)C)=O)Br 8-(1-aminoethyl)-6-bromo-3-methyl-2-morpholinoquinazolin-4(3H)-one